C1(=CC=CC=C1)CCCCC=CC=CC(C)=C phenylhexenyl-isoprene